6-(tert-butyl)-3-(2,3-dichlorophenyl)-7H-[1,2,4]triazolo[3,4-b][1,3,4]thiadiazine C(C)(C)(C)C1=NN2C(SC1)=NN=C2C2=C(C(=CC=C2)Cl)Cl